(4-bromonaphthalen-1-yl)acetamide BrC1=CC=C(C2=CC=CC=C12)CC(=O)N